OC(C)(C)C1=CC(=NC(=C1)N1C=NC=C1)C(=O)NC1CCC(CC1)OCCOC 4-(2-Hydroxypropan-2-yl)-6-(1H-imidazol-1-yl)-N-((1r,4r)-4-(2-methoxyethoxy)cyclohexyl)picolinamide